CS(=O)(=O)C1=CC=C(C)C=C1 4-(methylsulfonyl)toluene